(4-(Naphthalen-1-yl)thiophen-2-yl)-4-oxobutanoic acid C1(=CC=CC2=CC=CC=C12)C=1C=C(SC1)C(C(=O)O)CC=O